CC(C)(C)OC(=O)N1C=CC=C1 1H-pyrrole-1-carboxylic acid 1-(1,1-dimethylethyl) ester